Cl.C(C)OC(=O)C=1N(C2=C(C=CC=C2C1CCCOC1=CC=CC2=CC=CC=C12)C=1C(=NN(C1CC)C)CBr)CCCNC.CC(CCCCC)=O 2-Heptanone Ethyl-7-[3-(bromomethyl)-5-ethyl-1-methyl-1H-pyrazol-4-yl]-1-[3-(methylamino)propyl]-3-[3-(1-naphthyloxy)propyl]-1H-indole-2-carboxylate hydrochloric acid salt